NC=1C(=NC(=C(N1)F)C1=NC=C(C=C1)N1CCOCC1)C=1C=C2CCNC(C2=CC1)=O 6-(3-amino-5-fluoro-6-(5-morpholinopyridin-2-yl)pyrazin-2-yl)-3,4-dihydroisoquinolin-1(2H)-one